ClC1=C2C(=C(NC2=CC=C1F)C(=O)N1CCN(CC1)C([C@H]1N(CCC1)C)=O)F (4-chloro-3,5-difluoro-1H-indol-2-yl)(4-(methyl-L-prolyl)piperazin-1-yl)methanone